C(C1=CC=CC=C1)N1CCC(CC1)CCNC(=O)C1=CC=C(C=C1)C1=CC=C(C(=O)OC)C=C1 methyl 4-(4-{[2-(1-benzylpiperidin-4-yl)ethyl]carbamoyl}phenyl)benzoate